C(C)(=O)N1CCC(CC1)CNC1=NC=2N(C(=C1)N(C(OC(C)(C)C)=O)CC1=CC=C(C=C1)C1=NC=CC=C1)N=CC2C2CC2 tert-butyl (5-(((1-acetylpiperidin-4-yl)methyl)amino)-3-cyclopropylpyrazolo[1,5-a]pyrimidin-7-yl)(4-(pyridin-2-yl)benzyl)carbamate